2-iodo-2,2-difluoroacetophenone IC(C(=O)C1=CC=CC=C1)(F)F